C(C1=CC=CC=C1)OC(=O)N1[C@H](CCC1)[C@H]([C@@H](C1=CC(=CC=C1)C(F)(F)F)C1=CC=C(C=C1)F)O (R)-2-((1s,2R)-2-(4-fluorophenyl)-1-hydroxy-2-(3-(trifluoromethyl)phenyl)ethyl)pyrrolidine-1-carboxylic acid benzyl ester